C(C)(C)(C)OC(=O)NC(C(=O)O)CC=CC1=CC=CC=C1 2-((tert-butoxycarbonyl)amino)-5-phenylpent-4-enoic acid